2-(N-((4-amino-2-methyl-pyrimidin-5-yl)methyl)formamido)-5-hydroxypent-2-ene NC1=NC(=NC=C1CN(C=O)C(C)=CCCO)C